3-methoxy-4-{[3-(4-{[(2S,4S)-2-methyloxan-4-yl]amino}-1-(2,2,2-trifluoroethyl)-1H-indol-2-yl)prop-2-yn-1-yl]amino}benzamide COC=1C=C(C(=O)N)C=CC1NCC#CC=1N(C2=CC=CC(=C2C1)N[C@@H]1C[C@@H](OCC1)C)CC(F)(F)F